NC1=CC(=NO1)C1CCN(CC1)C(=O)C=1NC2=C(C=C(C=C2C1)Cl)Cl (4-(5-aminoisoxazol-3-yl)piperidin-1-yl)(5,7-dichloro-1H-indol-2-yl)methanone